C(C1=CC=CC=C1)OC1=C(C(=O)N(C=2C=C3CCCNC3=CC2)C)C=C(C(=C1)OCC1=CC=CC=C1)C(C)C 2,4-bis(benzyloxy)-5-isopropyl-N-methyl-N-(1,2,3,4-tetrahydroquinolin-6-yl)benzamide